(R)-2-Ethynyl-N-(1-isopropylpyrrolidin-3-yl)-N-(3-methoxy-5-(trifluoromethyl)phenyl)thiazole-4-carboxamide C(#C)C=1SC=C(N1)C(=O)N(C1=CC(=CC(=C1)C(F)(F)F)OC)[C@H]1CN(CC1)C(C)C